BrC1=C(C=C(C=C1)S(=O)(=O)Cl)OC(F)(F)F 4-bromo-3-(trifluoromethoxy)benzenesulfonyl chloride